C1(=CC=CC=C1)C#CC(=O)O 3-phenylpropa-2-ynoic acid